Thio-phosphoryl-N2-isobutyryl-deoxyguanosine P(=S)#CC(C(=O)NC=1NC(C=2N=CN([C@H]3C[C@H](O)[C@@H](CO)O3)C2N1)=O)C